C(=C)(C)C1C(OCC1)(C=C)C isopropenyl-2-methyl-2-vinyltetrahydrofuran